(1H-imidazol-1-yl)benzo(2,1,3)thiadiazole N1(C=NC=C1)C1=CC=CC2=NSN=C21